(S)-2-(4-(2-methylpiperazin-1-yl)-5-phenyl-7H-pyrrolo[2,3-d]pyrimidin-7-yl)isonicotinonitrile C[C@@H]1N(CCNC1)C=1C2=C(N=CN1)N(C=C2C2=CC=CC=C2)C=2C=C(C#N)C=CN2